(R)-2-amino-5-(4-(2-(3,5-difluorophenyl)-2-hydroxyacetamido)-2-methylphenyl)-N-(3-methoxycyclobutyl)nicotinamide ethyl-1-(2-chloro-5-fluoropyrimidin-4-yl)-1H-pyrazole-4-carboxylate C(C)OC(=O)C=1C=NN(C1)C1=NC(=NC=C1F)Cl.NC1=C(C(=O)NC2CC(C2)OC)C=C(C=N1)C1=C(C=C(C=C1)NC([C@H](O)C1=CC(=CC(=C1)F)F)=O)C